2-amino-4-(p-chlorophenyl)-5-methylthiothiazole NC=1SC(=C(N1)C1=CC=C(C=C1)Cl)SC